FC1=CC=C(C=C1)C1SCC(N1C1=C(C=C(C(=O)NS(=O)(=O)CCOC)C=C1)C)=O 4-[2-(4-fluorophenyl)-4-oxo-1,3-thiazolidin-3-yl]-N-[(2-methoxyethyl)sulfonyl]-3-methylbenzamide